C1(CCCCC1)N(CCO)CCO cyclohexyl-diethanolamine